arabinosyl-glycerol C1([C@@H](O)[C@H](O)[C@H](O)CO1)C(O)C(O)CO